1-(2-((4-(2-azidopropan-2-yl)-6-chloro-2,7-naphthyridin-1-yl)oxy)ethyl)pyrrolidin-2-one N(=[N+]=[N-])C(C)(C)C1=CN=C(C2=CN=C(C=C12)Cl)OCCN1C(CCC1)=O